C=1SC=C2C1C=CCC(C2)=O 4,6-dihydrocyclohepta[c]thiophen-5-one